Cl.CN(C1=CC=C(C=C1)CCCCCCCCCCCCCCCCCC)CCCCCCCCCCC N-methyl-4-octadecyl-N-undecylaniline HCl salt